methyl 4-amino-2-fluoro-5-(4-methyl-1H-imidazol-1-yl)benzoate NC1=CC(=C(C(=O)OC)C=C1N1C=NC(=C1)C)F